5-chloro-2-(2-methoxy-2-methylpropyl)-2H-pyrazolo[4,3-b]pyridine ClC=1C=CC=2C(N1)=CN(N2)CC(C)(C)OC